5-(2-amino-[1,2,4]triazolo[1,5-a]pyridin-7-yl)-N-(2-isobutoxybenzyl)-2-methoxy-6-methylnicotinamide NC1=NN2C(C=C(C=C2)C=2C(=NC(=C(C(=O)NCC3=C(C=CC=C3)OCC(C)C)C2)OC)C)=N1